2-(4-benzyloxy-5-methyl-2-propyl-pyrazol-3-yl)oxazole-5-carboxylic acid ethyl ester C(C)OC(=O)C1=CN=C(O1)C=1N(N=C(C1OCC1=CC=CC=C1)C)CCC